CC1(COCC1)C1=C(C=CC=C1)C(C(=O)OC(C)(C)C)N1CC(C1)OCCCCCC1=NC=2NCCCC2C=C1 Tert-butyl 2-(2-(3-methyltetrahydrofuran-3-yl)phenyl)-2-(3-(5-(5,6,7,8-tetrahydro-1,8-naphthyridin-2-yl)pentyloxy)azetidin-1-yl)acetate